COC([C@@H](N)CC(C)C)=O leucine methyl ester